FC1=C(C=C(C=C1)[C@@H]1NC[C@H](CC1)C)O 2-Fluoro-5-[(2R,5S)-5-methyl-2-piperidyl]Phenol